C(C)(CC)P(=O)(CCC(C)C)C(C)CC 1-di(sec-butyl)phosphinoyl-3-methyl-butane